C(=O)O.C(=O)O.CN1N=C(C=C1C1=CC2=C(O[C@@H](CN2)[C@@H](C2=CC=CC=C2)NCCC2=CC=C(C#N)C=C2)N=C1)C 4-(2-(((R)-((S)-7-(1,3-dimethyl-1H-pyrazol-5-yl)-2,3-dihydro-1H-pyrido[2,3-b][1,4]oxazin-3-yl)(phenyl)methyl)amino)ethyl)benzonitrile diformate